C(C(=O)O)(=O)O.C(C1=CC=CC=C1)OC(=O)[C@H]1NC[C@@H](CC1)NOCC1=CC=CC=C1 (2S,5R)-5-benzyloxyaminopiperidine-2-carboxylic acid benzyl ester oxalate